7-Isopropyl-4-(methylamino)-1-phenylpyrido[2,3-d]pyrimidin-2(1H)-one C(C)(C)C=1C=CC2=C(N(C(N=C2NC)=O)C2=CC=CC=C2)N1